COCC1(C2=CC=CC=C2C=2C(=CC=CC12)C(C)(C)C)COC 9,9-bis(methoxymethyl)-4-t-butylfluorene